[Th].ClC=1C=C(C(=O)NC2CCC(CC2)OCCOC)C=C(N1)C=1C=NN(C1)C 2-chloro-N-((1r,4r)-4-(2-methoxyethoxy)cyclohexyl)-6-(1-methyl-1H-pyrazol-4-yl)isonicotinamide thorium